(R)-(5-(tert-butyl)-1,3,4-oxadiazol-2-yl)(4-(4-chloropyrazolo[1,5-a]pyridin-2-yl)-6,7-dihydro-1H-imidazo[4,5-c]pyridin-5(4H)-yl)methanone C(C)(C)(C)C1=NN=C(O1)C(=O)N1[C@H](C2=C(CC1)NC=N2)C2=NN1C(C(=CC=C1)Cl)=C2